FC=1C(=C(C=2C=CNC2C1)C(=O)N)OC1=CC(=CC=C1)C=1NC(=CN1)C(C)(C1=CC=CC=C1)O 6-Fluoro-5-(3-(5-(1-hydroxy-1-phenylethyl)-1H-imidazol-2-yl)phenoxy)-1H-indole-4-carboxamide